COC=1C=C(CC=2NC(=NN2)C(=O)OCC)C=CC1 Ethyl 5-(3-methoxybenzyl)-4H-1,2,4-triazol-3-carboxylate